C(C1CO1)OCCC[Si](OCCOC)(OCCOC)OCCOC γ-glycidoxypropyltri(methoxyethoxy)silane